Methyl (5-(2-((tert-butyldimethylsilyl)oxy)ethoxy)pyridin-3-yl)methanesulfonate [Si](C)(C)(C(C)(C)C)OCCOC=1C=C(C=NC1)CS(=O)(=O)OC